CC(C(=O)N1N=CC2=CC3=C(C=C12)C(=C(N3C3=CC=C(C=C3)F)C(C)(C)O)C3=CC=C(C(=O)O)C=C3)(C)C 4-[1-(2,2-dimethylpropionyl)-5-(4-fluorophenyl)-6-(1-hydroxy-1-methyl-ethyl)pyrrolo[2,3-f]indazol-7-yl]benzoic acid